BrC1=CSC2=C1N=C(N=C2C=2N=NNC2)NCC2=CC=C(C=C2)OC 7-bromo-N-(4-methoxybenzyl)-4-(1H-1,2,3-triazol-4-yl)thieno[3,2-d]pyrimidin-2-amine